ClCC(=O)C1=CNC2=CC(=C(C=C12)OCC1=CC=CC2=CC=CC=C12)Cl 2-chloro-1-(6-chloro-5-(naphthalen-1-ylmethoxy)-1H-indol-3-yl)ethan-1-one